C1(=CC=CC=2C3=CC=CC=C3CC12)COC(=O)NCC(=O)O (Fluorenylmethoxycarbonyl)-glycine